C(C)(C)[Si](N1C=CC2=CC=C(C=C12)S(=O)(=O)Cl)(C(C)C)C(C)C 1-(triisopropylsilyl)indole-6-sulfonyl chloride